2-chloro-N-(6-chlorobenzo[d]thiazol-2-yl)-5-nitrobenzenesulfonamide ClC1=C(C=C(C=C1)[N+](=O)[O-])S(=O)(=O)NC=1SC2=C(N1)C=CC(=C2)Cl